N-[3-[2-(difluoromethoxy)-5-isopropylsulfanyl-phenyl]-1-[2-[4-[(2R)-2-(hydroxymethyl)morpholin-4-yl]-1-piperidyl]-2-oxo-ethyl]pyrazol-4-yl]pyrazolo[1,5-a]pyrimidine-3-carboxamide FC(OC1=C(C=C(C=C1)SC(C)C)C1=NN(C=C1NC(=O)C=1C=NN2C1N=CC=C2)CC(=O)N2CCC(CC2)N2C[C@@H](OCC2)CO)F